FC1=CC2=C(N(C(=N2)C)C[C@@H](CN(C(OC(C)(C)C)=O)C)OC)C(=C1)B1OC(C(O1)(C)C)(C)C tert-butyl N-[(2S)-3-[5-fluoro-2-methyl-7-(4,4,5,5-tetramethyl-1,3,2-dioxaborolan-2-yl)benzimidazol-1-yl]-2-methoxy-propyl]-N-methyl-carbamate